CC=1N=C2N(N=C(C=C2C)C=2N=C3N(C(C2)=O)C=C(S3)N3CC2CN(CC2C3)C(=O)OC(C)(C)C)C1 tert-butyl 2-[7-(2,8-dimethylimidazo[1,2-b]pyridazin-6-yl)-5-oxo-thiazolo[3,2-a]pyrimidin-2-yl]-1,3,3a,4,6,6a-hexahydropyrrolo[3,4-c]pyrrole-5-carboxylate